[Cl-].[Cl-].C(C)(C)(C)[Er+2]C1C=CC=C1 tert-Butyl-cyclopentadienyl-erbium dichlorid